ClC1=NC=C(C(=C1)C1=C(C=NC(=C1)C)C(=O)NC=1SC(=NN1)C1=CC=NC=C1)OC 2'-chloro-5'-methoxy-6-methyl-N-(5-(pyridin-4-yl)-1,3,4-thiadiazol-2-yl)-(4,4'-bipyridine)-3-carboxamide